tris(hydroxy-methyl)-aminomethane OCC(N)(CO)CO